C(CCCCCCC)C(CCCCCCCC)OC(CCCCCCCOC(=O)[C@H]1N(C[C@H](C1)NC(CCN(C)C)=O)CCCCCC(OCCCCCCCCCCC)=O)=O (2s,4s)-4-[3-(dimethylamino)propionylamino]-1-(6-oxo-6-undecoxy-hexyl)pyrrolidine-2-carboxylic acid [8-(1-octylnonyloxy)-8-oxo-octyl] ester